COC1=C(C=NC(=C1)C(NC)=O)N(C(OC(C)(C)C)=O)CC#C tert-butyl (4-methoxy-6-(methylcarbamoyl)pyridin-3-yl)(prop-2-yn-1-yl)carbamate